4-(2-chloropyridin-4-yl)-N-(4-(methylsulfonyl)-3-(trifluoromethyl)phenyl)thiazol-2-amine ClC1=NC=CC(=C1)C=1N=C(SC1)NC1=CC(=C(C=C1)S(=O)(=O)C)C(F)(F)F